OC(C)(C)C=1SC(=CN1)[S@](=O)(N)=NC(NC1=C2CCC(C2=CC=2CCCC12)=O)=O (S)-2-(2-Hydroxy-propan-2-yl)-N'-((1-oxo-1,2,3,5,6,7-hexahydro-s-indacen-4-yl)carbamoyl)-thiazole-5-sulfonimidamide